rac-(2r,4s)-4-(difluoromethyl)-2-phenylpiperidine FC([C@@H]1C[C@@H](NCC1)C1=CC=CC=C1)F |r|